[Na+].N(=NC(=O)[O-])C(=O)[O-].[Na+] azodicarboxylic acid sodium salt